C(C)(C)(C)OC(=O)N[C@H]1C[C@H](CCC1)C1=NN=C2N1C=C(C=C2)C(=O)OCC ethyl 3-[(1S,3R)-3-(tert-butoxycarbonylamino)cyclohexyl]-[1,2,4]triazolo[4,3-a]pyridine-6-carboxylate